biphenylyl[phenyl(dimethylfluorenyl)triazinyl]benzselenophene C1(=C(C=CC=C1)C1=C([Se]C2=C1C=CC=C2)C2=NN=NC(=C2C2=C(C(=CC=1C3=CC=CC=C3CC21)C)C)C2=CC=CC=C2)C2=CC=CC=C2